CN(C)CC1=C(C=CC=C1)[N+](=O)[O-] N,N-dimethyl-1-(2-nitrophenyl)methylamine